(S)-3-(5-(trifluoromethyl)pyridin-2-yloxy)pyrrolidine-1-carboxylic acid tert-butyl ester C(C)(C)(C)OC(=O)N1C[C@H](CC1)OC1=NC=C(C=C1)C(F)(F)F